(S)-N-(4-(2,4-difluoro-3-(trifluoromethyl)phenyl)thiazol-2-yl)-2-(4,6-dimethyl-5,7-dioxo-4,5,6,7-tetrahydro-1H-pyrazolo[4,3-D]pyrimidin-1-yl)propionamide FC1=C(C=CC(=C1C(F)(F)F)F)C=1N=C(SC1)NC([C@H](C)N1N=CC=2N(C(N(C(C21)=O)C)=O)C)=O